[Br-].CC1=C(C(NC(=C1)C)=O)CNC(=O)C=1C=C(C=C(C1C)N(C1CCOCC1)CC)C1=CC=C(C=C1)C[NH+]1CCOCC1 4-((3'-(((4,6-dimethyl-2-oxo-1,2-dihydropyridin-3-yl)methyl)carbamoyl)-5'-(ethyl(tetrahydro-2H-pyran-4-yl)amino)-4'-methyl-[1,1'-biphenyl]-4-yl)methyl)morpholin-4-ium bromide